Cl.CN1N=CC(=C1)C1=NC=2C(=NC=CC2)N1 2-(1-methyl-1H-pyrazol-4-yl)-3H-imidazo[4,5-b]Pyridine hydrochloride